FC1(CCC(CC1)C(=O)O)F 4,4-difluoro-cyclohexanecarboxylic acid